C(#N)C1=CC=C2CC3(CCN(CC3)C(=O)OC(C)(C)C)C(C2=C1)=O tert-butyl 6-cyano-1-oxo-spiro[indane-2,4'-piperidine]-1'-carboxylate